(R)-(3-Carbonylisoxazolidin-4-yl)carbamate C(=O)=C1NOC[C@@H]1NC([O-])=O